C(C1=CC=CC=C1)OC(=O)N[C@H](C=1N=C2N(N=C(C=C2)CC2(C(NCC3(CC3)C2)=O)C(=O)OC)C1)C1CCC(CC1)C methyl 7-((2-((S)-(((benzyloxy)carbonyl)amino)((1r,4S)-4-methylcyclohexyl)methyl)imidazo[1,2-b]pyridazin-6-yl)methyl)-6-oxo-5-azaspiro[2.5]octane-7-carboxylate